ethyl 1-[2-[1-[(3-methylphenyl)methyl]-5-oxopyrrolidin-2-yl]acetyl]piperidine-2-carboxylat CC=1C=C(C=CC1)CN1C(CCC1=O)CC(=O)N1C(CCCC1)C(=O)OCC